COC(=O)[C@@H]1CC[C@H](CC1)C(=O)OC(C)(C)C trans-cyclohexane-1,4-dicarboxylic acid 4-tert-butyl 1-methyl ester